ClC1=C(C2=C(NC(O[C@@]23CN(CCC3)C(=O)C3=CN=C(N3COCC[Si](C)(C)C)C(O)C3=CC=C(C=C3)F)=O)C=C1)F (3'R)-6-Chloro-5-fluoro-1'-(2-((4-fluorophenyl)(hydroxy)methyl)-1-((2-(trimethylsilyl)ethoxy)methyl)-1H-imidazole-5-carbonyl)spiro[benzo[d][1,3]oxazine-4,3'-piperidin]-2(1H)-one